1-(3-((5-(4-phenoxyphenyl)pyrimidin-4-yl)amino)piperidin-1-yl)prop-2-en-1-one O(C1=CC=CC=C1)C1=CC=C(C=C1)C=1C(=NC=NC1)NC1CN(CCC1)C(C=C)=O